(((tert-butoxycarbonyl)amino)methyl)trifluoroborate C(C)(C)(C)OC(=O)NC[B-](F)(F)F